methyl-4-(bromomethyl)benzoyl chloride CC1=C(C(=O)Cl)C=CC(=C1)CBr